Cl.FC(COC1=C2CCNCC2=CC=N1)(F)F 5-(2,2,2-trifluoroethoxy)-1,2,3,4-tetrahydro-2,6-naphthyridine hydrochloride